5-benzoyl-2,3-dihydro-1H-pyrazine-1-carboxylate C(C1=CC=CC=C1)(=O)C=1NCCN(C1)C(=O)[O-]